5-(2-Fluoro-6-methoxyphenyl)-3-(4-(1-methyl-1,2,3,6-tetrahydropyridin-4-yl)phenyl)-1H-pyrazolo[4,3-c]pyridazin-6(5H)-on FC1=C(C(=CC=C1)OC)N1N=C2C(=CC1=O)NN=C2C2=CC=C(C=C2)C=2CCN(CC2)C